2,4-dimethyl-cyclohexanemethanol CC1C(CCC(C1)C)CO